ethylbutoxymagnesium C(C)[Mg]OCCCC